1-PHENYL-1-ETHANOL C1(=CC=CC=C1)C(C)O